Methyl 6-(piperidin-4-ylamino)pyrimidine-4-carboxylate N1CCC(CC1)NC1=CC(=NC=N1)C(=O)OC